C(C(C)C)OC1=CC(CC2(CCC2)C1)=O 8-isobutoxyspiro[3.5]non-7-ene-6-one